ethyl (R)-2-(((S)-tert-butylsulfinyl)amino)-2-(3-(trifluoromethoxy)phenyl)acetate C(C)(C)(C)[S@](=O)N[C@@H](C(=O)OCC)C1=CC(=CC=C1)OC(F)(F)F